NC1CCN(CC1)C1=CC=C(N=N1)C=1C=C(C(=O)N[C@@H](C=2NC3=CC=CC=C3C2)C2=C(C=CC(=C2)F)O)C=C(C1)C (R)-3-(6-(4-aminopiperidin-1-yl)pyridazin-3-yl)-N-((5-fluoro-2-hydroxyphenyl)(1H-indol-2-yl)methyl)-5-methylbenzamide